(S)-4-(7-bromo-2-(((S)-1-methylpyrrolidin-2-yl)methoxy)imidazo[2,1-f][1,2,4]triazin-4-yl)-2-(cyanomethyl)piperazine-1-carboxylic acid benzyl ester C(C1=CC=CC=C1)OC(=O)N1[C@H](CN(CC1)C1=NC(=NN2C1=NC=C2Br)OC[C@H]2N(CCC2)C)CC#N